C1(CCCCC1)N1C(=NC2=C1C=CC=C2)C(CCOCC)(F)F 1-Cyclohexyl-2-(3-ethoxy-1,1-difluoropropyl)benzimidazole